C1(CC1)C1=CC(=CC(=N1)C(=O)OC)CN1C[C@H](CC1)F methyl 6-cyclopropyl-4-{[(3S)-3-fluoropyrrolidin-1-yl]methyl}pyridine-2-carboxylate